(4-(4-methyl-1H-imidazol-2-yl)piperidin-1-yl)(4-(2-methyl-1H-indol-3-yl)phenyl)-methanon CC=1N=C(NC1)C1CCN(CC1)C(=O)C1=CC=C(C=C1)C1=C(NC2=CC=CC=C12)C